[N+]1(=CC=CC=C1)CCCS(=O)(=O)[O-].C(CC)S(=O)(=O)O 1-propanesulfonate (3-(1-Pyridinio) 1-propanesulfonate)